C12COC[C@H](OC1)CN2C2=CC=C(C=N2)C2=NN(C(C=C2)=O)CC(=O)NCC 2-(3-(6-((5R)-3,6-dioxa-8-azabicyclo[3.2.2]nonan-8-yl)pyridin-3-yl)-6-oxopyridazin-1(6H)-yl)-N-ethylacetamide